4-[5-(2-cyanopyrimidin-5-yl)-4-fluoro-2-[(3R)-3,4-dimethylpiperazin-1-yl]phenyl]-4-(difluoromethyl)-1-methyl-6-oxopyridine-3-carboxamide C(#N)C1=NC=C(C=N1)C=1C(=CC(=C(C1)C1(C(=CN(C(C1)=O)C)C(=O)N)C(F)F)N1C[C@H](N(CC1)C)C)F